2-((4-((S)-2-(4-chloro-2-fluorophenyl)-2,3-dihydrobenzo[b][1,4]dioxin-5-yl)piperidin-1-yl)methyl)-1-((S)-oxetan-2-ylmethyl)-1H-benzo[d]imidazole-6-carboxylic acid ClC1=CC(=C(C=C1)[C@H]1COC2=C(O1)C=CC=C2C2CCN(CC2)CC2=NC1=C(N2C[C@H]2OCC2)C=C(C=C1)C(=O)O)F